CC1=CC(=CC(=C1)P(C2=C(C3=CC=CC=C3C=C2)C4=C(C=CC5=CC=CC=C54)P(C6=CC(=CC(=C6)C)C)C7=CC(=CC(=C7)C)C)C8=CC(=CC(=C8)C)C)C (R)-(+)-2,2'-bis[di(3,5-xylyl)phosphino]-1,1'-binaphthyl